N-{1-[5-(2-aminopyrimidin-5-yl)thiophen-2-yl]ethyl}-6,7-dimethoxy-2-methylquinazolin-4-amine NC1=NC=C(C=N1)C1=CC=C(S1)C(C)NC1=NC(=NC2=CC(=C(C=C12)OC)OC)C